N-ethyl-3-(9-acridinyl)-carbazole C(C)N1C2=CC=CC=C2C=2C=C(C=CC12)C=1C2=CC=CC=C2N=C2C=CC=CC12